OC[C@H](C1=CC=CC=C1)NC1=NC(=NC=C1C1=NC2(CO1)CCOCC2)NC2=CC=C1C(=N2)N(N(C1=O)CCC)C(C)C (S)-6-((4-((2-hydroxy-1-phenylethyl)amino)-5-(3,8-dioxa-1-azaspiro[4.5]dec-1-en-2-yl)pyrimidin-2-yl)amino)-1-isopropyl-2-propyl-1,2-dihydro-3H-pyrazolo[3,4-b]pyridin-3-one